CC1CC([C@@H](N1)COC1CCC(CC1)C1=C(OCC(=O)O)C=CC=C1)=O 2-(2-((1R,4S)-4-(((2S)-5-methyl-3-oxopyrrolidin-2-yl)methoxy)cyclohexyl)phenoxy)acetic acid